(R)-3-(3,4-dimethoxyphenyl)-1-(3-(2-((2-(2-(hexyloxy)ethoxy)ethyl)amino)-2-oxoethoxy)phenyl)propyl (S)-1-((S)-2-(3,4,5-trimethoxyphenyl)butanoyl)piperidine-2-carboxylate COC=1C=C(C=C(C1OC)OC)[C@@H](C(=O)N1[C@@H](CCCC1)C(=O)O[C@H](CCC1=CC(=C(C=C1)OC)OC)C1=CC(=CC=C1)OCC(=O)NCCOCCOCCCCCC)CC